P-Coumaroylquinic Acid C1[C@H]([C@H]([C@@H](C[C@@]1(C(=O)O)O)OC(=O)/C=C/C2=CC=C(C=C2)O)O)O